O[C@H](CC(C)=O)C1=CC=C(C=C1)[N+](=O)[O-] (R)-4-hydroxy-4-(4-nitrophenyl)-2-butanone